CC=1N=NN2C1C1=C(C(CC2)NC=2C=C(C=CC2)CC(=O)OC)C=C(C=C1)C=1C=NN(C1)C methyl 2-(3-((1-methyl-9-(1-methyl-1H-pyrazol-4-yl)-6,7-dihydro-5H-benzo[c][1,2,3]triazolo[1,5-a]azepin-7-yl) amino)phenyl)acetate